P(OC(C1=C(C=C(C=C1C)C)C)=O)(OCC)=O (2,4,6-trimethylbenzoyl) ethyl phosphonate